rac-[(1R,2R,4R)-bicyclo[2.2.2]oct-5-en-2-yl]methyl N-{[2-(2,6-dioxopiperidin-3-yl)-3-oxo-2,3-dihydro-1H-isoindol-5-yl]methyl}carbamate O=C1NC(CC[C@H]1N1CC2=CC=C(C=C2C1=O)CNC(OC[C@H]1[C@H]2C=C[C@@H](C1)CC2)=O)=O |&1:6|